FC=1C(=NC(=NC1)NC1CCN(CC1)C(C)=O)C1=CC(=CC=C1)C(=O)N1C[C@@H](CC1)O (R)-1-(4-((5-fluoro-4-(3-(3-hydroxypyrrolidine-1-carbonyl)phenyl)pyrimidin-2-yl)amino)piperidin-1-yl)ethan-1-one